2-tert-butylperoxy-2-methyl-N-[4-cyano-3-(trifluoromethyl)phenyl]-3-[(4-fluorophenyl)sulfanyl]propanamide C(C)(C)(C)OOC(C(=O)NC1=CC(=C(C=C1)C#N)C(F)(F)F)(CSC1=CC=C(C=C1)F)C